FC(C1=CC=C(C=C1)C=1C=2N(C=C(N1)C#N)N=CN2)(F)F 8-(4-(trifluoromethyl)phenyl)-[1,2,4]triazolo[1,5-a]pyrazine-6-carbonitrile